S(N)(OC[C@H]1O[C@@H]([C@H]([C@H]([C@@H]1OCC1=CC=CC=C1)OCC1=CC=CC=C1)OCC1=CC=CC=C1)OC1=CC=CC=C1)(=O)=O ((2R,3R,4S,5S,6R)-3,4,5-tris(benzyloxy)-6-phenoxytetrahydro-2H-pyran-2-yl)methyl sulfamate